tert-butyl (6-(4-cyano-2-fluorophenyl)thiazolo[4,5-b]pyrazin-2-yl)carbamate C(#N)C1=CC(=C(C=C1)C=1N=C2C(=NC1)N=C(S2)NC(OC(C)(C)C)=O)F